O=C1NC(CCC1N1C(C2=CC=CC(=C2C1)NCCCC(=O)O)=O)=O 4-[[2-(2,6-dioxo-3-piperidyl)-1-oxo-isoindolin-4-yl]amino]butanoic acid